1H-Indole-6-carboximidamide N1C=CC2=CC=C(C=C12)C(N)=N